BrC1=C(C(=CC(=C1)C)Br)N1CCCN(S1(=O)=O)CC(=O)NC1C2CC3(CC(CC1C3)C2)C(=O)N 4-(2-(6-(2,6-dibromo-4-methylphenyl)-1,1-dioxido-1,2,6-thiadiazinan-2-yl)acetamido)adamantane-1-carboxamide